4-ethoxy-N-ethylsulfonyl-benzamide C(C)OC1=CC=C(C(=O)NS(=O)(=O)CC)C=C1